FC(C)(F)C1=CC=CC(=N1)C(=O)N 6-(1,1-difluoroethyl)pyridine-2-carboxamide